ClC1=C(C=CC=C1)N(C(=O)C12CC(C1)(C2)CN2N=CC1=CC(=CC=C21)C#N)C N-(2-chlorophenyl)-3-((5-cyano-1H-indazol-1-yl)-methyl)-N-methylbicyclo-[1.1.1]pentane-1-carboxamide